S(=O)(=O)(OCC1=C(C=CC=C1)[N+](=O)[O-])C1=CC=C(C)C=C1 2-Nitrobenzyl tosylate